carboethoxymethylenetriphenylphosphine C(=O)(OCC)C=P(C1=CC=CC=C1)(C1=CC=CC=C1)C1=CC=CC=C1